ClC=1N=NC(=CC1CCC)Cl 3,6-dichloro-4-propylpyridazine